7-Hydroxymethylbenzo[d][1,3]dioxole-4-carbonitrile OCC1=CC=C(C2=C1OCO2)C#N